(S)-3-(3-(2-(1,3-bis(3-((S)-2-carboxy-2-((R)-pyrrolidin-3-yl)ethyl)benzyl)ureido)ethoxy)phenyl)-2-((R)-pyrrolidin-3-yl)propanoic acid C(=O)(O)[C@@H](CC=1C=C(CN(C(=O)NCC2=CC(=CC=C2)C[C@H](C(=O)O)[C@@H]2CNCC2)CCOC=2C=C(C=CC2)C[C@H](C(=O)O)[C@@H]2CNCC2)C=CC1)[C@@H]1CNCC1